CC(C#N)(C)C1=NC=C(C=C1)NCC#CC=1N(C2=CC=CC(=C2C1)NC1CCN(CC1)CC(=O)N1CCN(CC1)C)CC(F)(F)F 2-methyl-2-{5-({3-[4-({1-[2-(4-methylpiperazin-1-yl)-2-oxoethyl]-piperidin-4-yl}amino)-1-(2,2,2-trifluoroethyl)-1H-indol-2-yl]prop-2-yn-1-yl}amino)pyridin-2-yl}propanenitrile